C(C)(C1=CC(=C(C=C1)OCC1OC1)I)(C1=CC(=C(C=C1)OCC1OC1)I)C1=CC(=C(C=C1)OCC1OC1)I 2,2',2''-(((ethane-1,1,1-triyltris(2-iodobenzene-4,1-diyl))tris(oxy))tris(methylene))tris(oxirane)